FC(OC1=CC=C(C=C1)S(=O)(=O)N[C@@H]([C@H](C)CC)C(=O)OC(C)(C)C)(F)F tert-butyl ((4-(trifluoromethoxy)phenyl)sulfonyl)-L-alloisoleucinate